4-Cyclopropyl-N-((S)-(4,4-difluorocyclohexyl)(7-(((3R*,5S*)-5-methyl-2-oxopyrrolidin-3-yl)methyl)imidazo[1,2-b]pyridazin-2-yl)methyl)-1,2,5-oxadiazole-3-carboxamide C1(CC1)C=1C(=NON1)C(=O)N[C@H](C=1N=C2N(N=CC(=C2)C[C@H]2C(N[C@H](C2)C)=O)C1)C1CCC(CC1)(F)F |o1:21,24|